4-Chloro-2-(1-methoxycarbonylvinyl)benzoic acid ClC1=CC(=C(C(=O)O)C=C1)C(=C)C(=O)OC